N-[(7-methoxy-1H-benzimidazol-2-yl)methyl]-2-(4-methylpiperazin-1-yl)-8-(1,3-thiazol-2-yl)pyrazolo[1,5-a][1,3,5]triazin-4-amine COC1=CC=CC2=C1NC(=N2)CNC2=NC(=NC=1N2N=CC1C=1SC=CN1)N1CCN(CC1)C